methyl-4-[[5-(2-chloro-5-methoxy-phenyl)-2-methoxycarbonyl-3-thienyl]carbamoyl-amino]isoquinoline-6-carboxylic acid CC1=NC=C(C2=CC(=CC=C12)C(=O)O)NC(NC1=C(SC(=C1)C1=C(C=CC(=C1)OC)Cl)C(=O)OC)=O